rac-Glycidyl Butyrate C(CCC)(=O)OC[C@H]1CO1 |r|